CC(CC)=S butanethion